(2S)-N-(3-chloro-4-fluorophenyl)-4-formyl-N-methyl-1-[6-methyl-4-(trifluoromethyl)pyridin-2-yl]-5-oxo-pyrrolidine-2-carboxamide ClC=1C=C(C=CC1F)N(C(=O)[C@H]1N(C(C(C1)C=O)=O)C1=NC(=CC(=C1)C(F)(F)F)C)C